ClC1=C(C=CC=C1)NC=1C(C2=CC=CC=C2C(C1)=O)=O 2-((2-chlorophenyl)amino)naphthalene-1,4-dione